(1-(6-(4-chlorophenyl)-2-(piperidin-3-yl)pyrimidin-4-yl)piperidin-3-yl)methylamine ClC1=CC=C(C=C1)C1=CC(=NC(=N1)C1CNCCC1)N1CC(CCC1)CN